NC=1N=C(SC1C(C1=CC=C(C=C1)OCC(=O)NCC1=CC(=CC=C1)Cl)=O)N(C1=CC=C(C=C1)F)C(C(=O)N)C (N-[4-Amino-5-[4-[2-[(3-chlorophenyl)methylamino]-2-oxoethoxy]benzoyl]thiazol-2-yl]-4-fluoroanilino)propanamid